NC1=NC(=C(C=C1C1=CC(=C2C(NC(=NC2=C1)C)=O)F)C1=CC=C(C=C1)[C@]12CN(C[C@@H]2C1)C)F 7-(2-amino-6-fluoro-5-(4-((1S,5R)-3-methyl-3-azabicyclo[3.1.0]hexan-1-yl)phenyl)pyridin-3-yl)-5-fluoro-2-methylquinazolin-4(3H)-one